benzyl 6-[(3aS,7R,7aS)-4-allyl-2,2-dimethyl-7-methylsulfonyl-oxy-4,6,7,7a-tetrahydro-3aH-[1,3]dioxolo[4,5-c]pyridin-5-yl]-6-oxo-hexanoate C(C=C)C1N(C[C@H]([C@@H]2[C@H]1OC(O2)(C)C)OS(=O)(=O)C)C(CCCCC(=O)OCC2=CC=CC=C2)=O